(2,2,2-trifluoro-1-(2'-fluoro-2,5'-bis(methoxymethyloxy)-[1,1'-biphenyl]-4-yl)ethyl)-L-leucine methyl ester COC([C@@H](NC(C(F)(F)F)C1=CC(=C(C=C1)C1=C(C=CC(=C1)OCOC)F)OCOC)CC(C)C)=O